methyl(4-methylpiperazin-1-yl)(4-(5-(trifluoromethyl)-1,2,4-oxadiazol-3-yl)benzyl)phosphine oxide CP(CC1=CC=C(C=C1)C1=NOC(=N1)C(F)(F)F)(N1CCN(CC1)C)=O